Cl.NCC1=NC=CC=N1 2-(aminomethyl)pyrimidine hydrochloride